O1CCC(CC1)CN1N=CC(=C1)C=O 1-((tetrahydro-2H-pyran-4-yl)methyl)-1H-pyrazole-4-carbaldehyde